(2E)-4-(dimethylamino)-1-[(2S)-2-({[4-(3-phenyl-1H-pyrrolo[3,2-b]pyridin-2-yl)pyridin-3-yl]oxy}methyl)pyrrolidin-1-yl]but-2-en-1-one CN(C/C=C/C(=O)N1[C@@H](CCC1)COC=1C=NC=CC1C1=C(C2=NC=CC=C2N1)C1=CC=CC=C1)C